N=1C=CN2C1N=CC(=C2)C=2C=CN1N=C(N=C(C12)OC)N[C@@H](C)C1COC1 (S)-5-(Imidazo[1,2-a]pyrimidin-6-yl)-4-methoxy-N-(1-(oxetan-3-yl)ethyl)pyrrolo[2,1-f][1,2,4]triazin-2-amine